(5-(1-Methyl-1H-pyrazol-4-yl)benzo[b]thiophen-3-yl)(pyrrolidin-1-yl)methanone tert-butyl-(4-(6-bromopyrrolo[2,1-f][1,2,4]triazin-4-yl)-3-fluoro-2-methoxybenzyl)carbamate C(C)(C)(C)N(C(O)=O)CC1=C(C(=C(C=C1)C1=NC=NN2C1=CC(=C2)Br)F)OC.CN2N=CC(=C2)C2=CC1=C(SC=C1C(=O)N1CCCC1)C=C2